3-(9-((4-(aminomethyl)-2,6-dimethylphenyl)carbamoyl)-4,5-dihydrobenzo[b]thieno[2,3-d]oxepin-8-yl)-6-(isobutylcarbamoyl)picolinic acid NCC1=CC(=C(C(=C1)C)NC(=O)C1=CC2=C(OCCC3=C2SC=C3)C=C1C=1C(=NC(=CC1)C(NCC(C)C)=O)C(=O)O)C